4-piperidyl 2-[[4-[[2-(6-methyl-2-pyridyl)pyrimidin-4-yl]amino]pyrimidin-2-yl]amino]thiazole-4-carboxylate CC1=CC=CC(=N1)C1=NC=CC(=N1)NC1=NC(=NC=C1)NC=1SC=C(N1)C(=O)OC1CCNCC1